tert-butyl (R)-3-((benzyloxy)methyl)-5-((diphenoxyphosphoryl)oxy)-2,3-dihydro-4H-1,4-oxazine-4-carboxylate C(C1=CC=CC=C1)OC[C@@H]1COC=C(N1C(=O)OC(C)(C)C)OP(=O)(OC1=CC=CC=C1)OC1=CC=CC=C1